C(C)(=O)OCCCCP(=O)(OC)OC1=C(C(=CC(=C1)CCCCC)O)C1C(CCC(=C1)C)C(=C)C 4-(((6-hydroxy-5'-methyl-4-pentyl-2'-(prop-1-en-2-yl)-1',2',3',4'-tetrahydro-[1,1'-biphenyl]-2-yl)oxy)(methoxy)phosphoryl)butyl acetate